Acrylnitryl-Buta-1,3-dien C(=O)(C=C)C(=CC=C)[N+](=O)[O-]